6-methyl-heptaldehyde CC(CCCCC=O)C